S(=O)(=O)(O)O.C1(CC1)N (+)-cyclopropylamine sulfate